C(C)(C)(C)OC(=O)N1C(CC1)[C@@]1(OC2=C(C1)C(=C(C(=C2)F)Cl)C2=C(C(=O)O)C=CC(=C2F)OCCOC2OCCCC2)C2=CC=CC=C2 2-((2S,4S)-2-(1-(tert-Butoxycarbonyl)azetidin-2-yl)-5-chloro-6-fluoro-2-phenyl-2,3-dihydrobenzofuran-4-yl)-3-fluoro-4-(2-((tetrahydro-2H-pyran-2-yl)oxy)ethoxy)benzoic acid